1-methyl-5-[(2S)-2-methylpiperazin-1-yl]indole CN1C=CC2=CC(=CC=C12)N1[C@H](CNCC1)C